(5-fluoro-6-((4-methoxybenzyl)amino)-4-morpholinopyridin-3-yl)-6-(trifluoromethyl)pyridineamide FC=1C(=C(C=NC1NCC1=CC=C(C=C1)OC)C=1C(=NC(=CC1)C(F)(F)F)C(=O)N)N1CCOCC1